Cl.N1=C(N=CC=C1)NC1=C(C=C(C=C1)NC1=NC2=CC=CC=C2C(=C1)N1CCC(CC1)NC(C)(C)C)C 2-[4-(2-pyrimidinylamino)-3-methyl-phenylamino]-4-(4-tert-butylaminopiperidin-1-yl)-quinoline Hydrochloride Salt